CN(CCNC(C(CCSCCC(=O)OC\C=C(\CC\C=C(\CCC=C(C)C)/C)/C)NC(C(CCCCCCCC)CCCCCC)=O)=O)C (2E,6E)-3,7,11-trimethyldodeca-2,6,10-trien-1-yl 3-((4-((2-(dimethylamino)ethyl)amino)-3-(2-hexyldecanamido)-4-oxobutyl)thio)propanoate